(E)-2-methoxy-4-((8-methylnon-6-enamido)methyl)phenyl-2-((methylamino)methyl)piperidine COC1=C(C=CC(=C1)CNC(CCCC\C=C\C(C)C)=O)N1C(CCCC1)CNC